Methyl (5-(2-fluoro-5-((5-fluoro-4-oxo-3,4-dihydrophthalazin-1-yl)methyl)phenyl)-1H-benzoimidazol-2-yl)carbamate FC1=C(C=C(C=C1)CC1=NNC(C2=C(C=CC=C12)F)=O)C1=CC2=C(NC(=N2)NC(OC)=O)C=C1